tributylmethyl-titanium (iv) C(CCC)[Ti](C)(CCCC)CCCC